FC=1C=C(C=CC1)C=1SC2=C(N1)CC[C@@]1([C@H]3CC[C@]4([C@H]([C@@H]3CC[C@H]12)CC[C@@H]4O)C)C (5aR,5bS,7aS,8S,10aS,10bR,12aR)-2-(3-fluorophenyl)-5a,7a-dimethyl-5,5a,5b,6,7,7a,8,9,10,10a,10b,11,12,12a-tetradecahydro-4H-cyclopenta[7,8]phenanthro[2,1-d]thiazol-8-ol